F[B-](F)(F)F.F[B-](F)(F)F.C1(CCCCC1)P(CCCP(C1CCCCC1)C1CCCCC1)C1CCCCC1 1,3-bis(dicyclohexylphosphino)propane bis(tetrafluoroborate)